Tri(isopropyl)germanium hydride C(C)(C)[GeH](C(C)C)C(C)C